methyl 2-amino-7-fluoro-4-(hydroxymethyl)quinoline-6-carboxylate NC1=NC2=CC(=C(C=C2C(=C1)CO)C(=O)OC)F